tert-butyl 2-(4-Bromopyridin-2-yl)-3a,4,6,6a-tetrahydro-pyrrolo[3,4-d]imidazol-5(1H)-carboxylate BrC1=CC(=NC=C1)C1=NC2C(N1)CN(C2)C(=O)OC(C)(C)C